2-[2-fluoro-5-(indole-1-sulfonyl)-4-methoxyphenyl]Isoindole-1,3-dione FC1=C(C=C(C(=C1)OC)S(=O)(=O)N1C=CC2=CC=CC=C12)N1C(C2=CC=CC=C2C1=O)=O